8-fluoro-1H,3H,4H-[1,4]oxazino[4,3-a]indole-10-carbonitrile FC1=CC=2C(=C3N(C2C=C1)CCOC3)C#N